FC1=CC=C(C=C1)C=1C=C2CC(C(C2=CC1)NC(O[C@@H]1CN2CCC1CC2)=O)(C)C (S)-quinuclidin-3-yl (5-(4-fluorophenyl)-2,2-dimethyl-2,3-dihydro-1H-inden-1-yl)carbamat